C1(CC1)C1=CC(=NO1)CN1CCN(CC1)C1=C(C#N)C=CC(=C1)CC(C)C 2-(4-((5-cyclopropylisoxazol-3-yl)methyl)piperazin-1-yl)-4-isobutylbenzonitrile